8-(4-(5-cyclopropyl-3-(trifluoromethyl)-1H-pyrazol-1-yl)benzyl)-2-(4-cyclopropyl-6-methoxypyrimidin-5-yl)pyrido[2,3-d]pyrimidin-7(8H)-one C1(CC1)C1=CC(=NN1C1=CC=C(CN2C(C=CC3=C2N=C(N=C3)C=3C(=NC=NC3OC)C3CC3)=O)C=C1)C(F)(F)F